BrC1=CC2=C(N=C(N=C2)SC)N(C1=O)[C@H](C)CC |r| rac-6-bromo-2-methylsulfanyl-8-sec-butyl-pyrido[2,3-d]pyrimidin-7-one